(R)-N-(2-Fluoro-3-hydroxy-3-methylbutyl)-4-(isopropylamino)-2-(thiazol-4-yl)thieno[2,3-b]pyridin-5-carboxamid F[C@H](CNC(=O)C=1C(=C2C(=NC1)SC(=C2)C=2N=CSC2)NC(C)C)C(C)(C)O